ClC=1C2=C(N=CN1)N(C(C2(C)C)=O)C2=CC=C(C=C2)OC2CCCCC2 4-chloro-7-(4-(cyclohexyloxy)phenyl)-5,5-dimethyl-5,7-dihydro-6H-pyrrolo[2,3-d]pyrimidin-6-one